CC(C)N1C2=C(C(C(C1=O)C(=O)NCCCC1CNCCC1)=O)C=CS2=O [7-(methylethyl)1,4,6-trioxo(5,7-dihydrothiopheno[2,3-b]pyridine-5-yl)]-N-(3-piperidylpropyl)carboxamide